CC(CC(CC/C=C/C#CC#C/C=C/CO)CCO)CC (2E,8E)-12-beta-methylbutyltetradeca-2,8-dien-4,6-diyne-1,14-diol